[N+](=O)([O-])C([N+](=O)[O-])C1=C(C(=NN1)[N+](=O)[O-])[N+](=O)[O-] dinitromethyl-3,4-dinitropyrazole